[C@@H]1([C@H](O)[C@H](O)[C@@H](CO)O1)N1C(=[17O])NC(=[17O])C=C1 [O2,O4-17O2]Uridine